FC1=C(C=CC(=C1)F)C1=CC(=CC=C1)NC1=NC=NC2=CC(=C(C=C12)[N+](=O)[O-])F N-(2',4'-difluoro-[1,1'-biphenyl]-3-yl)-7-fluoro-6-nitroquinazolin-4-amine